2,6-di-tert-butyl-4-METHYLPYRIDINE C(C)(C)(C)C1=NC(=CC(=C1)C)C(C)(C)C